N1C=CC=2C1=CN=CC2N2C(NC(CC2)=O)=O 1-(1H-Pyrrolo[2,3-c]pyridin-4-yl)dihydropyrimidine-2,4(1H,3H)-dione